FC1=CC=C(C=C1)C1=CC(=NC(=N1)SC)N 6-(4-fluorophenyl)-2-(methylthio)pyrimidin-4-amine